4-(3-bromophenyl)-1,2,3-oxathiazolidine-3-carboxylate 2-oxide BrC=1C=C(C=CC1)C1N(S(OC1)=O)C(=O)[O-]